ClC(C(=O)N1CCC(CC1)OC=1C=C2C(=NC=NC2=CC1OC)NC1=C(C=CC(=C1)C=1OC=CC1)OC)F 2-chloro-2-fluoro-1-(4-((4-((5-(furan-2-yl)-2-methoxyphenyl)amino)-7-methoxyquinazolin-6-yl)oxy)piperidin-1-yl)ethan-1-one